FC(C(=O)N1CCOC2(C1)C=C(C(C(C2)(C)C)=O)C#N)(C2=CC=NC=C2)F 4-[difluoro(pyridin-4-yl)acetyl]-10,10-dimethyl-9-oxo-1-oxa-4-azaspiro[5.5]undec-7-ene-8-carbonitrile